C(CCl)Cl ETHYLENEDICHLORIDE